(11Z,13E)-hexadecadien-1-ol CC/C=C/C=C\CCCCCCCCCCO